CC1=NN=C(S1)C=1C=C2C=C(N=CC2=CC1)NC(CN1C[C@@H](OCC1)C)=O (S)-N-(6-(5-methyl-1,3,4-thiadiazol-2-yl)isoquinolin-3-yl)-2-(2-methylmorpholinyl)acetamide